BrC1=CC=C(C=C1)[C@]12[C@](C=3C(=NC=CC3O1)OC)([C@@H]([C@@H]([C@H]2C2=CC=CC=C2)C(=O)OC)O)O |r| rac-methyl (5aR,6S,7R,8R,8aS)-5a-(4-bromophenyl)-8,8a-dihydroxy-1-methoxy-6-phenyl-5a,7,8,8a-tetrahydro-6H-cyclopenta[4,5]furo[3,2-c]pyridine-7-carboxylate